3-allylpiperidine hydrochloride Cl.C(C=C)C1CNCCC1